OC1=C(C=CC=C1)SC1=C(C=CC=C1)O Di(hydroxyphenyl) sulfide